COC1=CC=C(CNC(=O)NC2CC3(CN(C3)C(C3=CC(=CC=C3)N3CCOCC3)=O)C2)C=C1 1-(4-methoxybenzyl)-3-(2-(3-morpholinobenzoyl)-2-azaspiro[3.3]hept-6-yl)urea